S1C=NC=C1N1N=C(C=C1)CC(=O)OC methyl 2-[1-(1,3-thiazol-5-yl)-1H-pyrazol-3-yl]acetate